BrC1=CC=C(C=C1)C1C(C(O)C2=CC=C(C=C2)Br)C1=O 1,3-bis(4-bromophenyl)-3-hydroxypropyleneketone